NC1=CC=C(C(=O)OC=2C(=C3C=CC=CC3=C(C2C)O)O)C=C1 3-Methyl-1,2,4-Naphthalintriol 2-(4-Aminobenzoat)